C(C)(C)N1N=C(C=2CC[C@H](CC12)C(=O)NC1(CCS(CC1)(=O)=O)C)C1=CC(=CC=C1)OC(C(F)F)(F)F (R)-1-isopropyl-N-(4-methyl-1,1-dioxidotetrahydro-2H-thiopyran-4-yl)-3-(3-(1,1,2,2-tetrafluoroethoxy)phenyl)-4,5,6,7-tetrahydro-1H-indazole-6-carboxamide